FC1=CC=CC=2N=C(SC21)N 7-fluorobenzothiazol-2-amine